nonadecanedioic acid monotert-butyl ester C(C)(C)(C)OC(CCCCCCCCCCCCCCCCCC(=O)O)=O